The molecule is an N-acyl-1-O-beta-D-glucosyl-15-methylhexadecasphing-4-enine in which the acyl group has 18 carbons and 0 double bonds and is 2-hydroxylated. It derives from a 15-methylhexadecasphing-4-enine. CCCCCCCCCCCCCCCCC(C(=O)N[C@@H](CO[C@H]1[C@@H]([C@H]([C@@H]([C@H](O1)CO)O)O)O)[C@@H](/C=C/CCCCCCCCCC(C)C)O)O